NC1=CC(CCC1)=N 3-aminocyclohexenimine